4-(methylamino)-6-{[(3S)-3-methylpiperidin-1-yl]methyl}-2,3-dihydroisoindol-1-one CNC1=C2CNC(C2=CC(=C1)CN1C[C@H](CCC1)C)=O